N-(benzo[d]isoxazol-3-yl)-5-(tert-butyl)-2-methoxybenzenesulfonamide O1N=C(C2=C1C=CC=C2)NS(=O)(=O)C2=C(C=CC(=C2)C(C)(C)C)OC